C(C1=CC=CC=C1)(=O)O[C@H]1[C@H](O[C@@H]([C@@H]([C@H]1OC(C1=CC=CC=C1)=O)OC(C1=CC=CC=C1)=O)SCCCC=C)C=O (2S,3R,4S,5R,6R)-2-formyl-6-(pent-4-en-1-ylthio)tetrahydro-2H-pyran-3,4,5-triyl tribenzoate